3-fluoro-N-(2-sulfamoylethyl)-4-(8,9,10,11-tetrahydro-3H-pyrazolo[4,3-a]phenanthridin-7-yl)benzamide FC=1C=C(C(=O)NCCS(N)(=O)=O)C=CC1C1=NC2=CC=C3C(=C2C=2CCCCC12)C=NN3